(1R,6S)-N-(benzo[d][1,3]dioxol-5-yl)-2,2,6-trimethylcyclohexane-1-carboxamide O1COC2=C1C=CC(=C2)NC(=O)[C@H]2C(CCC[C@@H]2C)(C)C